Cl.N[C@@H](CCCN)C(=O)NCCS(=O)(=O)O (Ornithyltaurine) hydrochloride